CC=1C(=NC=CC1)NC(=O)C1=CC2=CC=CC=C2C=C1 N-(3-methylpyridin-2-yl)-2-naphthamide